CC=1C=C(C(=CC1N1CCN(CC1)C)N)N 4-methyl-5-(4-methylpiperazin-1-yl)benzene-1,2-diamine